3,5-difluoro-4-nitrobenzyl alcohol FC=1C=C(CO)C=C(C1[N+](=O)[O-])F